ClC=1C=C(C=2N(C1)C=C(N2)C(C(=O)O)C)OC(F)(F)F 2-(6-chloro-8-(trifluoromethoxy)imidazo[1,2-a]pyridin-2-yl)propanoic acid